Cl.F\C(=C/CN)\CN1N=NC2=C1C=C(C=C2C=2C=NC=NC2)C(F)(F)F (Z)-3-fluoro-4-(4-(pyrimidin-5-yl)-6-(trifluoromethyl)-1H-benzo[d][1,2,3]triazol-1-yl)but-2-en-1-amine hydrochloride